ClC=1C=C(C=CC1C(F)(F)F)NC(=O)NC1=C(C(=C(C=C1)F)C(=O)C=1C=C2N=C(C=NC2=CC1)OC)F 1-(3-chloro-4-(trifluoromethyl)phenyl)-3-(2,4-difluoro-3-(3-methoxyquinoxaline-6-carbonyl)phenyl)urea